BrC=1C=C(C=C(C1O)Br)C1C(CCC(C1=O)C(C)C)(C)C1=CC(=C(C(=C1)Br)O)Br bis(3,5-dibromo-4-hydroxyphenyl)menthanone